tert-Butyl 4-((7-carbamoyl-5-fluoro-3-methyl-2-(trifluoromethyl)-1H-indol-4-yl)methylene)piperidine-1-carboxylate C(N)(=O)C=1C=C(C(=C2C(=C(NC12)C(F)(F)F)C)C=C1CCN(CC1)C(=O)OC(C)(C)C)F